Cl.FC(CN1N=CC=2C1=NC(=CN2)N2C(N(C1(C2=O)CCNCC1)CC)=O)F 3-[1-(2,2-difluoroethyl)pyrazolo[3,4-b]pyrazin-6-yl]-1-ethyl-1,3,8-triazaspiro[4.5]decane-2,4-dione hydrochloride